5-IMINO-TETRAHYDROFURANYLMETHANAMINE N=C1CCC(O1)CN